C(CC(O)(C(=O)[O-])CC(=O)[O-])(=O)[O-] R-citrate